6-(trifluoromethyl)pyrido[3,4-d]Pyrimidin-8(7H)-one FC(C1=CC2=C(N=CN=C2)C(N1)=O)(F)F